3-(1-(4-chloro-2-fluorophenyl)ethoxy)-N2-methyl-N5-(oxetan-3-yl)-1H-pyrrole-2,5-dicarboxamide ClC1=CC(=C(C=C1)C(C)OC1=C(NC(=C1)C(=O)NC1COC1)C(=O)NC)F